C(C1=CC=CC=C1)(C1=CC=CC=C1)N1[C@H]2CN([C@@H](C1)C2)C(=O)C=2C=C1CN(C(C1=CC2F)=O)C2C(NC(CC2)=O)=O 3-(5-((1r,4r)-5-benzhydryl-2,5-diazabicyclo[2.2.1]heptane-2-carbonyl)-6-fluoro-1-oxoisoindolin-2-yl)piperidine-2,6-dione